ClC=1C=C(C=CC1F)NC(=O)C=1N2CCCC2=C(C1C)C(C(=O)NC1(CC(C1)(F)F)C(=O)N1CC(C1)F)=O N-(3-chloro-4-fluorophenyl)-7-(2-((3,3-difluoro-1-(3-fluoroazetidine-1-carbonyl)cyclobutyl)amino)-2-oxoacetyl)-6-methyl-2,3-dihydro-1H-pyrrolizine-5-carboxamide